C(C)N1N=C(C(=C1)F)S(=O)(N)=NC(NC1=C2C(=NC(=C1C)C(F)(F)F)CCC2)=O 1-Ethyl-4-fluoro-N'-((3-methyl-2-(trifluoromethyl)-6,7-dihydro-5H-cyclopenta[b]pyridin-4-yl)carbamoyl)-1H-pyrazole-3-sulfonimidamide